ClC=1C=C(C=C(C1)Cl)C1=NOC(C1)(C(=O)O)OC 3-(3,5-dichlorophenyl)-5-methoxy-4H-isoxazole-5-carboxylic acid